COC(C1=CC(=C(C=C1)[N+](=O)[O-])NCC1(CC1)CC#N)=O.NC1=C(C=C(C(=O)OC)C=C1)NCC1(CC1)CC#N Methyl 4-amino-3-(((1-(cyanomethyl)cyclopropyl)methyl)amino)benzoate Methyl-3-(((1-(cyanomethyl)cyclopropyl)methyl)amino)-4-nitrobenzoate